O=S1(OC(C2=C1C=CC=C2)(C2=CC(=C(C(=C2)Br)O)Br)C2=CC(=C(C(=C2)Br)O)Br)=O 4,4'-(1,1-dioxido-3H-2,1-benzoxathiole-3,3-diyl)bis(2,6-dibromophenol)